FC1(C2=CC=CC=C2C=2C=CC(=CC12)C(=O)NCC(=O)N1[C@@H](C[C@H](C1)S(=O)(=O)C)C(=O)OC)F methyl (2S,4R)-1-((9,9-difluoro-9H-fluorene-2-carbonyl)glycyl)-4-(methylsulfonyl)pyrrolidine-2-carboxylate